C(C1=CC=CC=C1)(=O)OC[C@H]1O[C@H]([C@H]([C@@H]1OC(C1=CC=CC=C1)=O)F)N1C2=NC=NC(=C2N=C1)Cl ((2R,3R,4S,5R)-3-(Benzoyloxy)-5-(6-chloro-9H-purin-9-yl)-4-fluorotetrahydrofuran-2-yl)methyl benzoate